N1(CCCC1)CCCC(=O)NN 4-(pyrrolidin-1-yl)butanhydrazid